C(C\C=C/CC)C(C(=O)O)CC.C(=CCCCC)OC(CCC)=O HEXENYL-3-CIS-BUTYRATE ((Z)-hex-3-en-1-yl butyrate)